C([C@@H]1[C@@H]([C@@H]([C@H]([C@@H](O1)O[C@H]2[C@H]([C@H](O[C@H]([C@@H]2O)O[C@@H]3[C@H](O[C@@H]([C@H]([C@H]3O)O)O)CO)COP(=O)(O)O)O)O)O)O)O The molecule is an oligosaccharide phosphate corresponding to the oligosaccharide repeating unit of Leishmania major promastigote lipophosphoglycan. It has a role as an epitope. It is an oligosaccharide phosphate and a trisaccharide derivative.